FC1(OC2=C(O1)C=CC(=C2)[C@H](C)NC=2C=C(C=CC2F)N2N=C(C=1CCCC(C21)O)C(F)(F)F)F 1-(3-(((S)-1-(2,2-difluorobenzo[d][1,3]dioxol-5-yl)ethyl)amino)-4-fluorophenyl)-3-(trifluoromethyl)-4,5,6,7-tetrahydro-1H-indazol-7-ol